OC=1C(NC=NC1C1(CC1)CN1C(C=C(C=C1)C#CC1=CC=C(C=C1)CN1CCOCC1)=O)=O 5-hydroxy-6-(1-((4-((4-(morpholinomethyl)phenyl)ethynyl)-2-oxopyridin-1(2H)-yl)methyl)cyclopropyl)pyrimidin-4(3H)-one